Benzyl ((1S)-1-(4,4-difluorocyclohexyl)-2-((2-hydroxy-5-(4-(2-oxo-4-(trifluoromethyl)imidazolidin-1-yl)tetrahydro-2H-pyran-4-yl)phenyl)amino)-2-oxoethyl)carbamate FC1(CCC(CC1)[C@@H](C(=O)NC1=C(C=CC(=C1)C1(CCOCC1)N1C(NC(C1)C(F)(F)F)=O)O)NC(OCC1=CC=CC=C1)=O)F